N-(5-(((2S,4R)-4-((3,5-dimethylpyrazin-2-yl)oxy)-2-methylpyrrolidin-1-yl)methyl)thiazol-2-yl)acetamide CC=1C(=NC=C(N1)C)O[C@@H]1C[C@@H](N(C1)CC1=CN=C(S1)NC(C)=O)C